(2S,6R)-2,6-diaminopimelic acid N[C@H](C(=O)O)CCC[C@H](C(=O)O)N